Cl.C1(CC1)CCN 2-cyclopropylethan-1-amine HCl salt